[2H]CC(C(C(C(=O)[O-])N)C)C1=CC=CC=C1 Gamma-deuteromethyl-2-amino-3-methyl-4-phenylbutyrate